N-[3-fluoro-4-[(6-methoxy-1,5-naphthyridin-4-yl)oxy]phenyl]-1-(4-fluorophenyl)-2-methyl-6-oxopyrimidine-5-carboxamide FC=1C=C(C=CC1OC1=CC=NC2=CC=C(N=C12)OC)NC(=O)C1=CN=C(N(C1=O)C1=CC=C(C=C1)F)C